ClC=1C2=CN(N=C2C=CC1C1=CNC2=C1C=1N(C(=N2)N2CCC3([C@@H]([C@@H](OC3)C)N)CC2)C=CN1)C (3s,4s)-8-(9-(4-chloro-2-methyl-2H-indazol-5-yl)-7H-imidazo[1,2-c]pyrrolo[3,2-e]pyrimidin-5-yl)-3-methyl-2-oxa-8-azaspiro[4.5]decan-4-amine